4-(3-((2-((2-(difluoromethoxy)-4-(4-methylpiperazin-1-yl)phenyl)amino)-5-(trifluoromethyl)pyrimidin-4-yl)amino)propyl)-1,4-oxazepan-5-one FC(OC1=C(C=CC(=C1)N1CCN(CC1)C)NC1=NC=C(C(=N1)NCCCN1CCOCCC1=O)C(F)(F)F)F